BrC1=CC2=C(C(CCCO2)NC(OC(C)(C)C)=O)C=C1 tert-butyl N-(8-bromo-2,3,4,5-tetrahydro-1-benzoxepin-5-yl)carbamate